1,2-dibromomethoxyethaneOne BrCOC(COCBr)=O